C(CCC)OC(C)OCC=CC1(CCC(CC1)(C)C)O 1-(3-(1-butoxyethoxy)prop-1-en-1-yl)-4,4-dimethylcyclohexan-1-ol